4-(2,5-dichlorophenyl)-2-(1-naphthylmethyl)imidazole ClC1=C(C=C(C=C1)Cl)C=1N=C(NC1)CC1=CC=CC2=CC=CC=C12